2-({5-[(3,3-difluorocyclobutyl)methoxy]-2-methyl-1-benzofuran-3-yl}formamido)-3-hydroxy-2-methylpropanamide FC1(CC(C1)COC=1C=CC2=C(C(=C(O2)C)C(=O)NC(C(=O)N)(CO)C)C1)F